C(#N)C1CC(C1)N1N=CC(=C1)C=1N=C(C=2N(C1)N=CC2F)N2C([C@]([C@@H](C2)C)(C#N)C2CC2)=O (3R,4S)-1-(6-(1-((1r,3R)-3-cyanocyclobutyl)-1H-pyrazol-4-yl)-3-fluoropyrazolo[1,5-a]pyrazin-4-yl)-3-cyclopropyl-4-methyl-2-oxopyrrolidine-3-carbonitrile